tert-butyl propiolate C(C#C)(=O)OC(C)(C)C